5-phenyl-4,5-dihydro-isoxazole-3-carboxylic acid C1(=CC=CC=C1)C1CC(=NO1)C(=O)O